3,3-dibromopiperidin-2-one BrC1(C(NCCC1)=O)Br